3-((1S,4S)-5-methyl-2,5-diazabicyclo[2.2.1]heptan-2-yl)-2-nitroaniline CN1[C@@H]2CN([C@H](C1)C2)C=2C(=C(N)C=CC2)[N+](=O)[O-]